S1C(=NC2=C1C=CC=C2)CNC(=O)[C@H]2N(C[C@@H](C2)F)C(CN2N=C(C1=CC(=CC=C21)C2=CN=NC=C2)C(=O)N)=O 1-(2-((2S,4R)-2-(benzo[d]thiazol-2-ylmethylcarbamoyl)4-fluoropyrrolidin-1-yl)-2-oxoethyl)-5-(pyridazin-4-yl)-1H-indazole-3-carboxamide